N=1C=CN2C1C=CC(=C2)C2=CNC=1N=C(N=C(C12)OCCO)N[C@@H](C(F)(F)F)C (R)-2-((5-(Imidazo[1,2-a]pyridin-6-yl)-2-((1,1,1-trifluoropropan-2-yl)amino)-7H-pyrrolo[2,3-d]pyrimidin-4-yl)oxy)ethan-1-ol